8-((3S,4S)-3-Ethoxy-4-((5-isopropoxypyrimidin-2-yl)oxy)piperidin-1-yl)-5-methyl-6-oxo-5,6-dihydro-1,5-naphthyridin-2-carbonitril C(C)O[C@H]1CN(CC[C@@H]1OC1=NC=C(C=N1)OC(C)C)C1=CC(N(C=2C=CC(=NC12)C#N)C)=O